5-bromo-3-(ethylthio)-2-(5-methyl-1H-imidazol-4-yl)pyridine BrC=1C=C(C(=NC1)C=1N=CNC1C)SCC